1-{1-[2,4-bis(trifluoromethyl)phenyl]-4-{[(2R)-2-hydroxypropyl]amino}-7,8-dihydropyrido[3,4-d]pyridazin-6(5H)-yl}ethan-1-one FC(C1=C(C=CC(=C1)C(F)(F)F)C1=C2C(=C(N=N1)NC[C@@H](C)O)CN(CC2)C(C)=O)(F)F